CC1=C(OC(C(=O)O)C)C(=CC(=C1)CN1N=CN(C1=O)C1=CC=C(C=C1)OC(F)(F)F)C 2-(2,6-Dimethyl-4-((5-oxo-4-(4-(trifluoromethoxy)phenyl)-4,5-dihydro-1H-1,2,4-triazol-1-yl)methyl)phenoxy)propionic acid